N-({4-bromo-1-methyl-1H-pyrazolo[4,3-c]quinolin-7-yl}methyl)-6-cyclopropyl-N-(1,1-di-oxo-2,3-dihydro-1λ6-benzothiophen-7-yl)pyridine-3-carboxamide BrC1=NC=2C=C(C=CC2C2=C1C=NN2C)CN(C(=O)C=2C=NC(=CC2)C2CC2)C2=CC=CC=1CCS(C12)(=O)=O